(3-fluoro-4-methylphenyl)benzylamine FC=1C=C(C=CC1C)NCC1=CC=CC=C1